ClC=1C(=NC=CC1)N1N=C(C=C1)O 2-(3-chloropyridin-2-yl)-5-hydroxypyrazole